11-(Piperazin-1-yl)-2-(trifluoromethyl)dibenzo[b,f][1,4]oxazepane N1(CCNCC1)C1NC2=C(OC3=C1C=C(C=C3)C(F)(F)F)C=CC=C2